5-methyl-6-(3-(methylamino)-4-nitrophenyl)-2,3-diphenylpyrazolo[1,5-a]pyrimidin-7(4H)-one CC=1NC=2N(C(C1C1=CC(=C(C=C1)[N+](=O)[O-])NC)=O)N=C(C2C2=CC=CC=C2)C2=CC=CC=C2